COC(C1=C(C=C(C(=C1)C)Br)CBr)=O 4-bromo-2-(bromomethyl)-5-methylbenzoic acid methyl ester